BrC=1C=2CCC2C(=C2CCC12)NC(=O)N=S(=O)(N)C=1C=NN2C1OC(C2)(C)C N'-((7-bromotricyclo[6.2.0.03,6]deca-1,3(6),7-trien-2-yl)carbamoyl)-2,2-dimethyl-2,3-dihydropyrazolo[5,1-b]oxazole-7-sulfonimidamide